Diazolin CN1CCC2=C(C1)C3=CC=CC=C3N2CC4=CC=CC=C4.CN1CCC2=C(C1)C3=CC=CC=C3N2CC4=CC=CC=C4.C1=CC2=C(C=CC=C2S(=O)(=O)O)C(=C1)S(=O)(=O)O